carboxyethyl-sulphonate C(=O)(O)CCS(=O)(=O)[O-]